BrC=1C(=C(C=CC1)NC(=O)C1=NN2C(C(CCC2)N2CCC(CC2)C(=O)OC)=C1)C methyl 1-[2-[(3-bromo-2-methyl-phenyl)carbamoyl]-4,5,6,7-tetrahydropyrazolo[1,5-a]pyridin-4-yl]piperidine-4-carboxylate